tert-Butyl 2-[1-[6-methyl-2-(1-methylindol-6-yl)-4-oxo-chromen-8-yl]ethylamino]benzoate CC=1C=C2C(C=C(OC2=C(C1)C(C)NC1=C(C(=O)OC(C)(C)C)C=CC=C1)C1=CC=C2C=CN(C2=C1)C)=O